Methyl 4-(6-(Azetidin-1-Yl)-2-Methyl-1-Oxo-1,2-Dihydro-2,7-Naphthyridin-4-Yl)-2,6-Dimethoxybenzoate N1(CCC1)C=1C=C2C(=CN(C(C2=CN1)=O)C)C1=CC(=C(C(=O)OC)C(=C1)OC)OC